OC1=C(C=O)C=C(C=C1)C#CC=1C(=NC(=NC1)NC1=C(C=C(C=C1)N1CCC(CC1)N1CCN(CC1)C)OC)NC1=CC=CC=C1 2-hydroxy-5-{2-[2-({2-methoxy-4-[4-(4-methylpiperazin-1-yl)piperidin-1-yl]phenyl}amino)-4-(phenylamino)pyrimidin-5-yl]ethynyl}benzaldehyde